(2-(2-chloro-4-(3-((2-(2,6-dioxopiperidin-3-yl)-1-oxoisoindolin-5-yl) methyl)ureido)phenethoxy)ethyl)(methyl) carbamate C(N)(OCCCOCCC1=C(C=C(C=C1)NC(=O)NCC=1C=C2CN(C(C2=CC1)=O)C1C(NC(CC1)=O)=O)Cl)=O